C1(CCCC1)CC(=O)Cl cyclopentylacetylchloride